S1C(=NC=C1)N1N=CC(=C1)CC(=O)O 2-[1-(1,3-thiazol-2-yl)-1H-pyrazol-4-yl]acetic acid